6-chloro-3-(((R)-1-(2-cyano-7-methyl-3-((R)-3-(methylsulfonyl)pyrrolidin-1-yl)quinoxalin-5-yl)ethyl)amino)picolinic acid ClC1=CC=C(C(=N1)C(=O)O)N[C@H](C)C1=C2N=C(C(=NC2=CC(=C1)C)C#N)N1C[C@@H](CC1)S(=O)(=O)C